1-(1Z-eicosenyl)-2-(5Z,8Z,11Z,14Z-eicosatetraenoyl)-glycero-3-phosphocholine CCCCCCCCCCCCCCCCCC/C=C\OC[C@H](COP(=O)([O-])OCC[N+](C)(C)C)OC(=O)CCC/C=C\C/C=C\C/C=C\C/C=C\CCCCC